(2-ethylhexyl)4'-phenylbenzophenone C(C)C(CC1=C(C(=O)C2=CC=C(C=C2)C2=CC=CC=C2)C=CC=C1)CCCC